FC1=C(C=C(C=C1)C(F)(F)F)CNC1CN(C1)C(=O)OC(C)(C)C tert-Butyl 3-[[2-fluoro-5-(trifluoromethyl)phenyl]methylamino]azetidine-1-carboxylate